(R)-4-(4-(1,5-dimethyl-1H-pyrazol-4-yl)-5-methyl-7-(1H-pyrazol-5-yl)imidazo[1,5-b]pyridazin-2-yl)-3-methylmorpholine CN1N=CC(=C1C)C=1C=2N(N=C(C1)N1[C@@H](COCC1)C)C(=NC2C)C2=CC=NN2